FC(OC1=C(C=CC=C1F)NC=1C(=NN2C1C(NCC2)=O)C2=C1C(=NC=C2)C=NS1)F 3-{[2-(difluoromethoxy)-3-fluorophenyl]amino}-2-{[1,2]thiazolo[4,5-b]pyridin-7-yl}-5H,6H,7H-pyrazolo[1,5-a]pyrazin-4-one